C(C(C)C)NP(OCC)(=O)C1=CC=C(C=C1)C1=NOC(=N1)C(F)(F)F ethyl N-isobutyl-P-(4-(5-(trifluoromethyl)-1,2,4-oxadiazol-3-yl)phenyl)phosphonamidate